sodium (S)-(3-((((4-((3-chloro-4-fluorophenyl)carbamoyl)-7-fluoro-2,3-dihydro-1H-inden-1-yl)carbamoyl)oxy) methyl)-1H-1,2,4-triazol-1-yl)methyl phosphate P(=O)(OCN1N=C(N=C1)COC(N[C@H]1CCC2=C(C=CC(=C12)F)C(NC1=CC(=C(C=C1)F)Cl)=O)=O)([O-])[O-].[Na+].[Na+]